1-((1H-indazol-2-yl)methyl)-3-(3-bromophenyl)thiourea N1N(CC2=CC=CC=C12)CNC(=S)NC1=CC(=CC=C1)Br